(E)-3-((3-aminopropyl)(methyl)amino)-N-((1,2,3,5,6,7-hexahydro-s-indacen-4-yl)carbamoyl)prop-1-ene-1-sulfonamide NCCCN(C/C=C/S(=O)(=O)NC(NC1=C2CCCC2=CC=2CCCC12)=O)C